N-{4-[2-(2-chloro-6-fluorophenyl)acetamido]pyridin-2-yl}-N-(3-chloro-4-methylphenyl)acetamide Lithium [Li].ClC1=C(C(=CC=C1)F)CC(=O)NC1=CC(=NC=C1)N(C(C)=O)C1=CC(=C(C=C1)C)Cl